ClC1=CC(=C(COC2=CC=CC(=N2)C2CCN(CC2)CC2=NC3=C(N2C)C(=C(C(=C3)C(=O)O)F)OC)C=C1)F 2-((4-(6-((4-chloro-2-fluorobenzyl)oxy)pyridin-2-yl)piperidin-1-yl)methyl)-6-fluoro-7-methoxy-1-methyl-1H-benzo[d]imidazole-5-carboxylic acid